di(n-butyl) peroxydicarbonate C(=O)(OCCCC)OOC(=O)OCCCC